5-(cyclopropylamino)-N-((5-(pyrazolo[1,5-a]pyridin-5-yl)-2,3-dihydro-1H-inden-4-yl)carbamoyl)pyridine-3-sulfonamide C1(CC1)NC=1C=C(C=NC1)S(=O)(=O)NC(NC1=C2CCCC2=CC=C1C1=CC=2N(C=C1)N=CC2)=O